Cl.N[C@H](C)C1=C(C(=CC=C1)C)C#N (R)-3-(1-aminoethyl)-2-tolunitrile hydrochloride